1-bromo-3,3,3-trifluoro-2-propanone BrCC(C(F)(F)F)=O